(1R,2S)-2,6-dimethyl-1-aminoindan C[C@@H]1[C@H](C2=CC(=CC=C2C1)C)N